[Ta].[F] fluorine tantalum